ethyl-4-methylpyridinium bromide [Br-].C(C)[N+]1=CC=C(C=C1)C